C(CCCCCC)(=O)[O-].[Sn+4].COC=1C=CC=C2C(=CC(=NC12)C)C1=NC=NN1C.C(CCCCCC)(=O)[O-].C(CCCCCC)(=O)[O-].C(CCCCCC)(=O)[O-] 8-methoxy-2-methyl-4-(1-methyl-1H-1,2,4-triazol-5-yl)quinoline tin heptanoate